ClC1=C(C(=CC=C1)Cl)N1CC(C1)C1=CC(=C(C=N1)CN1CCC(CC1)C(=O)OC)C methyl 1-((6-(1-(2,6-dichlorophenyl)azetidin-3-yl)-4-methylpyridin-3-yl)methyl)piperidine-4-carboxylate